FC1=C(C=CC(=C1)F)S(=O)(=O)NC=1C=C(C=NC1OC)C1=CC2=C(N=CN=C2N2CCN(CC2)C(=O)OC(C)(C)C)C=N1 Tert-butyl 4-(6-(5-((2,4-difluorophenyl)sulfonamido)-6-methoxypyridin-3-yl)pyrido[3,4-d]pyrimidin-4-yl)piperazine-1-carboxylate